6-cyclobutoxy-2-(1-methyl-2-oxabicyclo[2.1.1]hexan-4-yl)-2H-pyrazolo[3,4-b]pyridine C1(CCC1)OC=1C=CC=2C(N1)=NN(C2)C21COC(C2)(C1)C